C(CC)(=O)OC(COCC)C propylene glycol monoethyl ether Propionate